6-fluoro-4-(4-fluorophenyl)-N-(pyrrolidin-3-ylmethyl)-3,4-dihydroquinoxaline FC=1C=C2N(CCN(C2=CC1)CC1CNCC1)C1=CC=C(C=C1)F